4-(4-(N-Cyclopentylacetamido)-2-methylphenoxy)-N-(2-methoxyethyl)-2-methylbenzamide C1(CCCC1)N(C(C)=O)C1=CC(=C(OC2=CC(=C(C(=O)NCCOC)C=C2)C)C=C1)C